C1(CC1)NC1=NC=2N(C(=C1)C)N=CC2C(=O)O 5-(cyclopropylamino)-7-methylpyrazolo[1,5-a]Pyrimidine-3-carboxylic acid